(3aR,6aS)-5-((5-chloro-4-(5-cyano-2,2-dimethyl-2,3-dihydro-1H-pyrrolizin-7-yl)pyridin-2-yl)carbamoyl)hexahydrocyclopenta[c]pyrrole-2(1H)-carbamic acid tert-butyl ester C(C)(C)(C)OC(NN1C[C@@H]2[C@H](C1)CC(C2)C(NC2=NC=C(C(=C2)C=2C=C(N1CC(CC21)(C)C)C#N)Cl)=O)=O